C(C)N1CCN(CC1)C=1C=CC(=NC1)NC1=NC2=C3C(=CC=C2C=N1)ON=C3C(C)C N-(5-(4-ethylpiperazin-1-yl)pyridin-2-yl)-9-isopropylisoxazolo[5,4-H]quinazolin-2-amine